Cl.CN1N=CC(=C1)C1=CC=2N(N=C1)C(=CN2)N2CCNCC2 7-(1-methyl-1H-pyrazol-4-yl)-3-(piperazin-1-yl)imidazo[1,2-b]pyridazine hydrochloride salt